5-amino-pyrimidinone NC=1C=NC(NC1)=O